COCCOC(C(=C)C#N)=O methoxyethyl-2-cyanoacrylate